FC1(CN(C1)C(=O)C1=CC=C(C=C1)[C@H]1[C@@H](C1)C=1C=2N(N=C(C1)C=1C(NC(NC1)=O)=O)C(=CN2)F)F 5-(8-((1R,2R)-2-(4-(3,3-difluoroazetidine-1-carbonyl)phenyl)cyclopropyl)-3-fluoroimidazo[1,2-b]pyridazin-6-yl)pyrimidine-2,4(1H,3H)-dione